C1(CCC1)N1C(C(N(C=C1)CC1=NOC(=C1)C1=CC=CC=C1)=O)=O 1-cyclobutyl-4-((5-phenylisoxazol-3-yl)methyl)-1,4-dihydropyrazine-2,3-dione